[N+](=O)([O-])C=1C=NC(=NC1)N1C=NC2=C1C=CC=C2 1-(5-nitro-pyrimidine-2-yl)-1H-benzimidazole